O-propyl-L-serine C(CC)OC[C@H](N)C(=O)O